1-methylpentane-2-thiol CCC(CCC)S